(1R,2S,3R)-3-(2-aminobenzoyl)-3-methyl-2-N-[(5-methyl-1,2,4-oxadiazol-3-yl)methyl]-1-N-(pyridin-4-ylmethyl)cyclopropane-1,2-dicarboxamide NC1=C(C(=O)[C@]2([C@H]([C@H]2C(=O)NCC2=CC=NC=C2)C(=O)NCC2=NOC(=N2)C)C)C=CC=C1